N1(C=NC=C1)C1=NC(=NC(=C1)NC1=CC=CC=C1)[C@@H]1CC[C@@H](N(C1)C(C)=O)C 1-((2S,5R)-5-(4-(1H-imidazol-1-yl)-6-(phenylamino)pyrimidin-2-yl)-2-methylpiperidin-1-yl)ethan-1-one